2-[(4,4-dimethyl-2,3-dihydro-1H-isoquinolin-7-yl)amino]-4-[(7-ethyl-7-hydroxy-5,6-dihydrocyclopenta[b]pyridin-2-yl)amino]pyrimidine-5-carbonitrile CC1(CNCC2=CC(=CC=C12)NC1=NC=C(C(=N1)NC1=CC=C2C(=N1)C(CC2)(O)CC)C#N)C